2-(isoquinolin-1-yl)-4,5-diphenyloxazole C1(=NC=CC2=CC=CC=C12)C=1OC(=C(N1)C1=CC=CC=C1)C1=CC=CC=C1